C(C1=C(C=CC=C1)O)C1=C(C=CC=C1)O 2,2'-methylenebis(phenol)